1,3,5-trimethyl-isocyanatocyclohexane CC1(CC(CC(C1)C)C)N=C=O